6-((3R,4S)-3-aminotetrahydro-2H-pyran-4-yl)-2-chloro-7-ethynyl-N-(furan-2-ylmethyl)thieno[3,2-d]pyrimidin-4-amine trifluoroacetate FC(C(=O)O)(F)F.N[C@H]1COCC[C@@H]1C1=C(C=2N=C(N=C(C2S1)NCC=1OC=CC1)Cl)C#C